C1CC1CONC(=O)C2=C(C(=C(C=C2)F)F)NC3=C(C=C(C=C3)I)Cl 2-(2-chloro-4-iodophenylamino)-N-(cyclopropylmethoxy)-3,4-difluorobenzamide